2-(bicyclo[2.2.2]octan-1-yl)ethyl 8-((8-oxo-8-((3-pentyloctyl)oxy)octyl)(prop-2-yn-1-yl)amino)octanoate O=C(CCCCCCCN(CCCCCCCC(=O)OCCC12CCC(CC1)CC2)CC#C)OCCC(CCCCC)CCCCC